7-methoxy-N-[2-methyl-3-(trifluoromethyl)phenyl]-2-tetrahydropyran-4-yl-imidazo[1,2-a]pyridine-6-carboxamide COC1=CC=2N(C=C1C(=O)NC1=C(C(=CC=C1)C(F)(F)F)C)C=C(N2)C2CCOCC2